2-(3-(2'-fluoro-[1,1'-biphenyl]-4-yl)propyl)-5-(pyridin-3-yl)-1,3,4-oxadiazole FC1=C(C=CC=C1)C1=CC=C(C=C1)CCCC=1OC(=NN1)C=1C=NC=CC1